(2R,3R)-3-(2-oxabicyclo[2.2.2]octan-4-ylmethoxy)-2-amino-1-((S)-3-(methoxymethyl)piperidin-1-yl)butan-1-one C12OCC(CC1)(CC2)CO[C@@H]([C@H](C(=O)N2C[C@H](CCC2)COC)N)C